(2R,3S,5R)-5-(2-chloro-6-nonanamido-9H-purin-9-yl)-2-ethynyl-2-(hydroxymethyl)tetrahydrofuran-3-yl spiro[4.5]decane-8-carboxylate C1CCCC12CCC(CC2)C(=O)O[C@@H]2[C@](O[C@H](C2)N2C1=NC(=NC(=C1N=C2)NC(CCCCCCCC)=O)Cl)(CO)C#C